2,4-difluoromethyl-chlorobenzene FCC1=C(C=CC(=C1)CF)Cl